NC[C@@]1([C@@H]2CCN(C[C@H]12)C1=CN=C(C(=N1)N)SC1=C(C(=NC=C1)C)F)C1=C(C=CC(=C1)F)F 6-((1S,6R,7R)-7-(aminomethyl)-7-(2,5-difluorophenyl)-3-azabicyclo[4.1.0]heptan-3-yl)-3-((3-fluoro-2-methylpyridin-4-yl)thio)pyrazin-2-amine